C(=C)C1=CC=C(O1)C=1C(=C(C=NC1C)C(=O)N)O 5-(5-vinylfuran-2-yl)-4-hydroxy-6-methylpyridine-3-carboxamide